ClC1=CC=C(C=C1)NC(=O)NCCNC(C)=O N-(2-{[(4-Chlorophenyl)carbamoyl]amino}ethyl)acetamide